C(#N)C1=CC=C(C=C1)C1=CN=C2SC(=NN21)C2=CC=C(C(=O)OCCCCCO)C=C2 5-hydroxypentyl 4-(5-(4-cyanophenyl)imidazo[2,1-b][1,3,4]thiadiazol-2-yl)benzoate